6-(2-Isopropylphenyl)-1-(4-(5-methyl-3-(trifluoromethyl)-1H-pyrazol-1-yl)benzyl)-1,3-dihydro-2H-imidazo[4,5-c]pyridin-2-one C(C)(C)C1=C(C=CC=C1)C1=CC2=C(C=N1)NC(N2CC2=CC=C(C=C2)N2N=C(C=C2C)C(F)(F)F)=O